CN1N=CC=2C1=NC=CC2NCC2=CC=C(C=N2)S(=O)(=O)N 6-(((1-Methyl-1H-pyrazolo[3,4-b]pyridin-4-yl)amino)methyl)pyridine-3-sulfonamide